BrC=1N=CC=2N(C1)C=CN2 6-bromoimidazo[1,2-a]Pyrazine